3-[2-[5-[5-[tert-butyl(dimethyl)silyl]oxy-1-tetrahydropyran-2-yl-indazol-3-yl]thiazol-2-yl]ethoxycarbonylamino]propylmethanesulfonate [Si](C)(C)(C(C)(C)C)OC=1C=C2C(=NN(C2=CC1)C1OCCCC1)C1=CN=C(S1)CCOC(=O)NCCCCS(=O)(=O)[O-]